2-chloro-N-(2,2,2-Trifluoroethyl)benzamide ClC1=C(C(=O)NCC(F)(F)F)C=CC=C1